BrC1=C2CN(C(C2=CC(=C1)NC(C)C(C)O)=O)C1CCC(CC1)C(=O)NC1=CC(=C(C=C1)C)OC (1s,4s)-4-(4-Bromo-6-(3-hydroxybutan-2-ylamino)-1-oxoisoindolin-2-yl)-N-(3-methoxy-4-methylphenyl)cyclohexanecarboxamide